(1s,3s)-N-(6-((6-(5-chloro-2-fluorophenyl)-3-(tetrahydrothiophen-2-yl)pyridazin-4-yl)amino)pyrimidin-4-yl)-3-(4-methylpiperazin-1-yl)cyclobutane-1-carboxamide ClC=1C=CC(=C(C1)C1=CC(=C(N=N1)C1SCCC1)NC1=CC(=NC=N1)NC(=O)C1CC(C1)N1CCN(CC1)C)F